4-isopropyl-2-methyl-5-(trifluoromethyl)phenol C(C)(C)C1=CC(=C(C=C1C(F)(F)F)O)C